C1(=CC=CC=C1)C=1C=C(C=C(C1)C1=CC=CC=C1)OB(O)O 3,5-diphenyl-phenylboric acid